5-([1,2,4]triazolo[4,3-a]pyridin-6-yl)-N-((4s,7s)-1-oxaspiro[3.5]nonan-7-yl)-7H-pyrrolo[2,3-d]pyrimidin-2-amine N=1N=CN2C1C=CC(=C2)C2=CNC=1N=C(N=CC12)NC1CCC2(CCO2)CC1